COC=1C=C(C=CC1N1N=C(C=2C=NC(=CC21)C=2C=NN1C2N=CC=C1)NCC1CCN(CC1)CCOC)NS(=O)(=O)C N-(3-methoxy-4-(3-(((1-(2-methoxyethyl)piperidin-4-yl)methyl)amino)-6-(pyrazolo[1,5-a]pyrimidin-3-yl)-1H-pyrazolo[4,3-c]pyridin-1-yl)phenyl)methanesulfonamide